methyl 2-(tetrahydropyran-4-yl)-acetate O1CCC(CC1)CC(=O)OC